tert-Butyl 6-(4-ethyl-4-methoxypiperidin-1-yl)quinoline-4-carboxylate C(C)C1(CCN(CC1)C=1C=C2C(=CC=NC2=CC1)C(=O)OC(C)(C)C)OC